ferric oxide, fluoride salt [F-].[O-2].[Fe+3]